C(#N)C=1C=C(C=CC1OCC1CC1)C=1SC(=C(N1)C)C(=O)N (3-cyano-4-(cyclopropylmethoxy)phenyl)-4-methylthiazole-5-carboxamide